S-ethylchlorothiocarboxylate C(C)S=C([O-])Cl